BrC=1C=2N(C(=CC1)N1CCC3(C(N4[C@H](O3)CC[C@H]4C4=CC=CC=C4)=O)CC1)N=CN2 (5'S,7a'R)-1-(8-bromo-[1,2,4]triazolo[1,5-a]pyridin-5-yl)-5'-phenyltetrahydro-3'H-spiro[piperidine-4,2'-pyrrolo[2,1-b]oxazol]-3'-one